(R)-5-(7,8-dimethyl-[1,2,4]triazolo[1,5-a]pyridin-6-yl)-6-isopropyl-2-(2-methyl-4-(2-(methylsulfonyl)ethyl)piperazin-1-yl)-4H-pyrrolo[3,2-d]thiazole CC1=C(C=2N(C=C1C1=C(C=3N=C(SC3N1)N1[C@@H](CN(CC1)CCS(=O)(=O)C)C)C(C)C)N=CN2)C